CC=1C=C(C=CC1)C=1C2=CC=CC=C2N=C2C=CC=CC12 9-(m-methylphenyl)acridin